BrC1=CC=C(C(=N1)N1C[C@@H](N([C@@H](C1)C)C(=O)OC(C)(C)C)C)Cl tert-butyl (2S,6R)-4-(6-bromo-3-chloropyridin-2-yl)-2,6-dimethylpiperazine-1-carboxylate